C(CCC)NC(COC1=C(C=C(C=C1)OC)C=O)=O N-BUTYL-2-(2-FORMYL-4-METHOXYPHENOXY)ACETAMIDE